methyl-d3 (S)-2-((2-(2,6-difluoro-4-((methyl-d3)carbamoyl)phenyl)-7-methylimidazo[1,2-a]pyridin-3-yl)methyl)morpholine-4-carboxylate FC1=C(C(=CC(=C1)C(NC([2H])([2H])[2H])=O)F)C=1N=C2N(C=CC(=C2)C)C1C[C@H]1CN(CCO1)C(=O)OC([2H])([2H])[2H]